N-(4-((2,6-dioxopiperidin-3-yl)amino)phenyl)-8-morpholinooctanoamide O=C1NC(CCC1NC1=CC=C(C=C1)NC(CCCCCCCN1CCOCC1)=O)=O